[PH4+].C(C)(C)(C)C=1C=C(C2=C(C(C(O2)=O)C2=CC=C(C=C2)OCCOC(CCCCCCCCCCCCCCCCC)=O)C1)C(C)(C)C 5,7-di-tert-butyl-3-[4-(2-Stearoyloxyethoxy)phenyl]Benzofuran-2-one phosphanium